3-(2-azidobutan-2-yl)imidazo[1,2-a]pyridine N(=[N+]=[N-])C(C)(CC)C1=CN=C2N1C=CC=C2